C12(CC(C1)C2)N2C=C(C(=CC2=O)NC2[C@@H]1CN(C[C@H]2C1)C)C(=O)N[C@H](C)C1=C(C(=CC=C1)C(F)F)F 1-(bicyclo[1.1.1]pentan-1-yl)-N-((R)-1-(3-(difluoromethyl)-2-fluorophenyl)ethyl)-4-(((1R,5S,6s)-3-methyl-3-azabicyclo[3.1.1]heptan-6-yl)amino)-6-oxo-1,6-dihydropyridine-3-carboxamide